diaminopyrido[3,2-d]pyrimidine NC=1C2=C(N=C(N1)N)C=CC=N2